7-(4-(tert-butoxycarbonyl)piperazin-1-yl)-3-(2-(methoxymethoxy)-4-(1-(tetrahydro-2H-pyran-2-yl)-1H-pyrazol-4-yl)phenyl)-5H-pyrrolo[3,2-c]pyridazine-5-carboxylic acid tert-butyl ester C(C)(C)(C)OC(=O)N1C=C(C=2N=NC(=CC21)C2=C(C=C(C=C2)C=2C=NN(C2)C2OCCCC2)OCOC)N2CCN(CC2)C(=O)OC(C)(C)C